N,N-bis(hydroxyethyl)butylamine OCCN(CCO)CCCC